N-[5-(1H-benzimidazol-2-yl)-1-[(4-methoxyphenyl)methyl]-pyrazol-3-yl]-5-chloro-6-methoxy-pyridine-3-carboxamide N1C(=NC2=C1C=CC=C2)C2=CC(=NN2CC2=CC=C(C=C2)OC)NC(=O)C=2C=NC(=C(C2)Cl)OC